(thiazol-4-yl)-1H-pyrazole-5-carboxamide S1C=NC(=C1)N1N=CC=C1C(=O)N